(5,6-Dichloropyridin-3-yl)thiophene-2-carboxamide ClC=1C=C(C=NC1Cl)C1=C(SC=C1)C(=O)N